ClC1=C(C(=CC=C1Cl)O)[C@@H]1CC(N(C1)C1CC(C1)(F)F)=O (S)-4-(2,3-dichloro-6-hydroxyphenyl)-1-(3,3-difluorocyclobutyl)pyrrolidin-2-one